C(C)N1CCN(CC1)C=1C=CC(=NC1)N1CN=C(C(=C1)F)C=1C=C2C3(C(=NC2=C(C1)F)C)CCCC3 N-(5-(4-ethylpiperazin-1-yl)pyridin-2-yl)-5-fluoro-4-(7'-fluoro-2'-methylspiro[cyclopentane-1,3'-indol]-5'-yl)pyrimidine